3-(1-(4-bromophenyl)-1H-1,2,3-triazol-4-yl)benzoic acid BrC1=CC=C(C=C1)N1N=NC(=C1)C=1C=C(C(=O)O)C=CC1